2-(cyclobutylmethyl)-6-phenyl-N4-(pyridin-4-yl)-1,3,5-triazine-2,4-diamine C1(CCC1)CC1(NC(=NC(=N1)NC1=CC=NC=C1)C1=CC=CC=C1)N